ClC=1C=CC2=C([C@@H](C[C@@H](O2)C(=O)NC23CC(C2)(C3)C3=NC(=NO3)C3=CC(=C(C=C3)Cl)F)O)C1 (2R,4R)-6-chloro-N-{3-[3-(4-chloro-3-fluorophenyl)-1,2,4-oxadiazol-5-yl]bicyclo[1.1.1]pentan-1-yl}-4-hydroxy-3,4-dihydro-2H-1-benzopyran-2-carboxamide